C1(=CC(=CC=C1)/C=C/C(=O)N1C(OC([C@@H]1C1=CC=C(C=C1)F)([2H])[2H])=O)C1=CC=CC=C1 (S,E)-3-(3-([1,1'-biphenyl]-3-yl)acryloyl)-4-(4'-fluorophenyl)oxazolidin-2-one-5,5-d2